6-fluoro-3-hydroxy-N-(3-(2-(methylthio)-5-(2-(phenylamino)pyridin-4-yl)-1H-imidazol-4-yl)phenyl)-2-((1-oxoisoindolin-2-yl)methyl)benzamide FC1=CC=C(C(=C1C(=O)NC1=CC(=CC=C1)C=1N=C(NC1C1=CC(=NC=C1)NC1=CC=CC=C1)SC)CN1C(C2=CC=CC=C2C1)=O)O